(R)-2-methyl-3-(2-(trifluoromethyl)pyrimidin-5-yl)propan-1-ol C[C@@H](CO)CC=1C=NC(=NC1)C(F)(F)F